2-(2-chlorobenzyl)-N-(3,4-dimethoxyphenyl)-8-methyl-4,5-dihydro-2H-furo[2,3-g]indazole-7-carboxamide ClC1=C(CN2N=C3C4=C(CCC3=C2)OC(=C4C)C(=O)NC4=CC(=C(C=C4)OC)OC)C=CC=C1